pyridine-2,6-diylbis(m-tolylmethanol) N1=C(C=CC=C1C(O)C=1C=C(C=CC1)C)C(O)C=1C=C(C=CC1)C